2-(6-bromopyridin-3-yl)propan-2-amine BrC1=CC=C(C=N1)C(C)(C)N